N1-(6,7-dimethoxyquinazolin-4-yl)-2,6-difluoro-benzene-1,4-diamine COC=1C=C2C(=NC=NC2=CC1OC)NC1=C(C=C(C=C1F)N)F